C(CC(C)C)C1=CC=C(C=C1)S(=O)(=O)N1C=C(C2=CC=CC=C12)/C=C/C(=O)C1=CC=CC=C1 (E)-3-(1-((4-isopentylphenyl)sulfonyl)-1H-indol-3-yl)-1-phenylprop-2-en-1-one